ClC=1C=NC=CC1C1=C(C=C(C(=O)N2[C@@H]3[C@H](CC2)CN(C3)C#N)C=C1)OC (3aR,6aR)-1-(4-(3-chloropyridin-4-yl)-3-methoxybenzoyl)hexahydropyrrolo[3,4-b]pyrrole-5(1H)-carbonitrile